CS(=O)(=O)N1CC(C1)C(=O)NC 1-methanesulfonyl-N-methylazetidine-3-carboxamide